C(C)(C)(C)OC(=O)N1[C@@H](CN([C@H](C1)C)C=1C2=C(N(C(N1)=O)C1=C(C=CC=C1)C(C)C)CNCC2)C (2r,5s)-4-(1-(2-isopropylphenyl)-2-oxo-1,2,5,6,7,8-hexahydropyrido[3,4-d]pyrimidin-4-yl)-2,5-dimethylpiperazine-1-carboxylic acid tert-butyl ester